C1(=CC=CC=C1)P(=O)(C1=CC=CC=C1)C1=CC=C(C=C1)C1=CC=C(C=C1)OB(O)O (4'-(diphenylphosphoryl)-[1,1'-biphenyl]-4-yl)boric acid